COC(=O)[C@@H]1[C@@H](N1[S@](=O)C(C)(C)C)C(=O)OC(C)(C)C (2R,3S)-1-((R)-tert-butylsulfinyl)aziridine-2,3-dicarboxylic acid 2-(tert-butyl) ester 3-methyl ester